ClC1=CC(=C2C(=N1)C(=CS2)O)N(C(OC(C)(C)C)=O)CC=2SC=CC2 tert-Butyl N-(5-chloro-3-hydroxy-thieno[3,2-b]pyridin-7-yl)-N-(2-thienylmethyl)carbamate